1-methyl-N5-(pyrazin-2-yl)-1H-benzo[d]imidazole-2,5-diamine CN1C(=NC2=C1C=CC(=C2)NC2=NC=CN=C2)N